FC1=CC=C(CN2C3N(C(CC2)=O)C(C(NC3)=O)C)C=C1 1-(4-fluorobenzyl)-6-methylhexahydro-4H-pyrazino[1,2-a]pyrimidine-4,7(6H)dione